ClC=1C=C2C(=NN1)NC[C@@]1(N2C[C@@H](C1)O)C(F)F (6aR,8R)-2-chloro-6a-(difluoromethyl)-5,6,6a,7,8,9-hexahydropyrrolo[1',2':4,5]pyrazino-[2,3-c]pyridazin-8-ol